tert-butyl (4-((4-(sec-butyl)phenyl)amino)cyclohexyl)carbamate C(C)(CC)C1=CC=C(C=C1)NC1CCC(CC1)NC(OC(C)(C)C)=O